COC1CCN(CC1)CCOC=1C(=CC2=C(OC3(C=NS2(=O)=O)CC3)N1)C 7'-(2-(4-Methoxypiperidin-1-yl)ethoxy)-8'-methyl-1',1'-dioxidospiro[cyclopropane-1,4'-pyrido[2,3-b][1,4,5]oxathiazepin]